N1CCC(CC1)C1CCC(C1O)O 5-(piperidin-4-yl)cyclopentane-1,2-diol